4,6-dibromoquinazolin-8-ol BrC1=NC=NC2=C(C=C(C=C12)Br)O